(2R,5R)-3-(4-aminophenethyl)-2-(1-(4-bromophenyl)-3-(4-fluorophenyl)-1H-pyrazol-4-yl)-5-ethyloxazolidin-4-one NC1=CC=C(CCN2[C@H](O[C@@H](C2=O)CC)C=2C(=NN(C2)C2=CC=C(C=C2)Br)C2=CC=C(C=C2)F)C=C1